4-((2-(1H-pyrazol-4-yl)ethyl)amino)-5,6-dimethyl-N-(2-(pyridin-2-yl)propan-2-yl)pyrimidine-2-carboxamide N1N=CC(=C1)CCNC1=NC(=NC(=C1C)C)C(=O)NC(C)(C)C1=NC=CC=C1